4-{2-[(4-{[6-(5-Chloro-2-Fluorophenyl)-3-Methylpyridazin-4-yl]Amino}Pyridin-2-yl)Carbamoyl]Ethyl}-1,1-Dimethylpiperazin-1-Ium hydrochlorid chlorid [Cl-].Cl.ClC=1C=CC(=C(C1)C1=CC(=C(N=N1)C)NC1=CC(=NC=C1)NC(=O)CCN1CC[N+](CC1)(C)C)F